(S)- and (R)-4-(2-((2-(6-(1-methylpiperidin-4-yl)-1H-indol-3-yl)-2-oxo-1-phenylethyl)-amino)ethyl)benzamide CN1CCC(CC1)C1=CC=C2C(=CNC2=C1)C([C@H](C1=CC=CC=C1)NCCC1=CC=C(C(=O)N)C=C1)=O |r|